ClC=1C=C2C(=NC1)C=C(N2)C(=O)N2CCC(CC2)C2=C(C=CC=C2)C(F)(F)F (6-Chloro-1H-pyrrolo[3,2-b]pyridin-2-yl)(4-(2-(trifluoromethyl)phenyl)piperidin-1-yl)methanone